FC1=C(C(=CC=C1)F)C=1SC(=CN1)C(=O)N[C@H](C(=O)N[C@H](CO)CC(C1=CC=C(C=C1)F)C=1SC=CN1)CCC(C)O 2-(2,6-difluorophenyl)-N-((2S)-1-(((2S)-4-(4-fluorophenyl)-1-hydroxyl-(thiazol-2-yl)butan-2-yl)amino)-5-hydroxy-1-oxohexan-2-yl)thiazole-5-carboxamide